stigmasta-5,22-diene CC[C@H](C=C[C@@H](C)[C@H]1CC[C@H]2[C@@H]3CC=C4CCCC[C@]4(C)[C@H]3CC[C@]12C)C(C)C